11-methoxy-2-((4-methylpiperazin-1-yl)methyl)-4,5,6,7-tetrahydro-1H-cyclopenta[a]pyrrolo[3,4-c]carbazole-1,3(2H)-dione COC=1C=2C3=C4C(=C5C(=C3NC2C=CC1)CCC5)C(N(C4=O)CN4CCN(CC4)C)=O